tert-butyl (1-(3-(2,5-dichloropyrimidin-4-yl)pyrazolo[1,5-a]pyridin-6-yl)-4-methylpiperidin-4-yl)carbamate ClC1=NC=C(C(=N1)C=1C=NN2C1C=CC(=C2)N2CCC(CC2)(C)NC(OC(C)(C)C)=O)Cl